2-(6-amino-4-oxoquinazolin-3(4H)-yl)-N-(2-(trifluoromethyl)phenyl)acetamide NC=1C=C2C(N(C=NC2=CC1)CC(=O)NC1=C(C=CC=C1)C(F)(F)F)=O